(E)-3-(quinolin-4-yl)acrolein N1=CC=C(C2=CC=CC=C12)/C=C/C=O